1-(7-methoxy-3-methyl-2-oxo-2,3-dihydrobenzo[d]oxazol-5-yl)-1H-pyrazole-4-carbaldehyde COC1=CC(=CC=2N(C(OC21)=O)C)N2N=CC(=C2)C=O